CN(C=1C(C(=O)O)=CC=CC1)C1=CC=C(C=C1)C N-methyl-N-(4-methylphenyl)anthranilic acid